BrC=1C=CC(=C(C1)S(=O)(=O)NC1=CC=C(C=C1)NC(C1=C(C=CC=C1)F)=O)OCC N-(4-((5-bromo-2-ethoxyphenyl)sulfonamido)phenyl)-2-fluorobenzamide